C(C(C)C)(=O)OC1=C(C=C(C=C1O)Cl)C=NC1=C(C=C(C=C1)Cl)Cl 4-chloro-2-((2,4-dichlorophenylimino)-methyl)-6-hydroxyphenyl isobutyrate